3-(3-methyl-1H-pyrazol-4-yl)-1-[(4-methylphenyl)dioxy-lambda6-thio]-5-[4-(4-methylpiperazin-1-yl)phenyl]pyrrolo[2,3-b]pyridine CC1=NNC=C1C1=CN(C2=NC=C(C=C21)C2=CC=C(C=C2)N2CCN(CC2)C)[SH4]OOC2=CC=C(C=C2)C